BrC1=CC=CC2=C1N=C1N2[C@H]2CC[C@@H]1C2 (1S,4R)-6-bromo-1,2,3,4-tetrahydro-1,4-methylenebenzo[4,5]imidazo[1,2-a]pyridine